N1=C(C=CC=C1)C[N+]1=NOC(=C1)[N-]C(NC1=CC(=CC(=C1)C(F)(F)F)NC(CC1(COC1)N1CCCC1)=O)=O (3-(Pyridin-2-ylmethyl)-1,2,3-oxadiazol-3-ium-5-yl)((3-(2-(3-(pyrrolidin-1-yl)oxetan-3-yl)acetamido)-5-(trifluoromethyl)phenyl)carbamoyl)amide